FC1=C(C2=C(NC(=N2)NC(CC(=O)NC)C2=CC(=CC=C2)C(F)(F)F)C=C1)C 3-[(5-fluoro-4-methyl-1H-1,3-benzodiazol-2-yl)amino]-N-methyl-3-[3-(trifluoromethyl)phenyl]propanamide